N[C@@H]1C(NC(CC1)=O)=O (S)-3-aminopiperidine-2,6-dione